NC=1N=NC(=CC1NCC12CC(C1)(C2)CNC(OC(C)(C)C)=O)C2=C(C=CC=C2)O tert-butyl ((3-(((3-amino-6-(2-hydroxyphenyl)pyridazin-4-yl)amino)methyl)bicyclo[1.1.1]pentan-1-yl)methyl)carbamate